ethyl 5-(2-aminoethyl)-4-oxo-4,5,6,7-tetrahydrothieno[3,2-C]pyridine-2-carboxylate NCCN1C(C2=C(CC1)SC(=C2)C(=O)OCC)=O